N-{4-[3-(4-methylphenyl)-1,2,4-oxadiazol-5-yl]Phenyl}-5-oxo-1-[(thiophen-3-yl)methyl]Pyrrolidine-3-carboxamide CC1=CC=C(C=C1)C1=NOC(=N1)C1=CC=C(C=C1)NC(=O)C1CN(C(C1)=O)CC1=CSC=C1